1-benzyl-2-[[(tert-butoxycarbonyl)amino]methyl]-4-(2,3-dichloro-6-methoxyphenyl)pyridin-1-ium bromide [Br-].C(C1=CC=CC=C1)[N+]1=C(C=C(C=C1)C1=C(C(=CC=C1OC)Cl)Cl)CNC(=O)OC(C)(C)C